5-fluoro-8-methyl-2-(((4-oxocyclohexyl)thio)methyl)quinazolin-4(3H)-one FC1=C2C(NC(=NC2=C(C=C1)C)CSC1CCC(CC1)=O)=O